5-(2-fluoro-6-hydroxy-4-(((4-methyl-6-morpholinopyridin-2-yl)amino)methyl)phenyl)-1,2,5-thiadiazolidin-3-one 1,1-dioxide FC1=C(C(=CC(=C1)CNC1=NC(=CC(=C1)C)N1CCOCC1)O)N1CC(NS1(=O)=O)=O